C[C@H]1N(CCOC1)C1=C2C[C@@H](N(CC2=CC=C1)C(=O)OC(C)(C)C)CN([C@H]1CCCC=2C=CC=NC12)C tert-Butyl (3R)-5-[(3R)-3-methylmorpholin-4-yl]-3-[[methyl-[(8S)-5,6,7,8-tetrahydroquinolin-8-yl]amino]methyl]-3,4-dihydro-1H-isoquinoline-2-carboxylate